(3-hydroxy-6-(2-isopropylphenyl)pyrazine-2-carbonyl)glycine OC=1C(=NC(=CN1)C1=C(C=CC=C1)C(C)C)C(=O)NCC(=O)O